C(C)OC(=O)C1C=NC=CC1=O 4-oxopyridine-3-carboxylic acid ethyl ester